1-(4-nitrophenyl)-1H-1,2,3-triazole [N+](=O)([O-])C1=CC=C(C=C1)N1N=NC=C1